OC1=CC=C(C=C1)C(C)(C1=CC=CC2=CC=CC=C12)C1=CC=C(C=C1)O bis(4-hydroxyphenyl)-1-(1-naphthyl)-ethane